tert-butyl ((S)-(7-((S*)-1-(((S)-tert-butylsulfinyl)amino)propyl)imidazo[1,2-b]pyridazin-2-yl)(4,4-difluorocyclohexyl)methyl)carbamate C(C)(C)(C)[S@](=O)N[C@@H](CC)C1=CC=2N(N=C1)C=C(N2)[C@H](C2CCC(CC2)(F)F)NC(OC(C)(C)C)=O |o1:7|